3-(2-methyl-5-piperazin-1-yl-phenyl)piperidine-2,6-dione CC1=C(C=C(C=C1)N1CCNCC1)C1C(NC(CC1)=O)=O